C(C)[N+](CC)(CC)CC tetraethylammonium